(S)-1-(dimethylamino)-3-(4-(4-(1-(pentan-3-yl)-1H-pyrazol-4-yl)pyrazolo[1,5-a]pyrazin-6-yl)-1H-pyrazol-1-yl)propan-2-ol CN(C[C@@H](CN1N=CC(=C1)C=1N=C(C=2N(C1)N=CC2)C=2C=NN(C2)C(CC)CC)O)C